2-METHYL-2-THIAZOLINE CC=1SCCN1